3-[rac-(1R,3S)-3-(trifluoromethyl)cyclopentyl]urea FC([C@@H]1C[C@@H](CC1)NC(N)=O)(F)F |r|